ClC=1N=CC2=C(N1)N(C(=C2)C(=O)[O-])CC2=C(C=CC=C2)N(S(=O)(=O)CC)C 2-chloro-7-(2-(Methyl N-methylmethylsulfonamido)benzyl)-7H-pyrrolo[2,3-d]pyrimidine-6-carboxylate